The molecule is a pyridoisoquinoline comprising emetam having a hydroxy group at the 6'-position and methoxy substituents at the 7'-, 10- and 11-positions. It derives from a hydride of an emetan. CC[C@H]1CN2CCC3=CC(=C(C=C3[C@@H]2C[C@@H]1C[C@@H]4C5=CC(=C(C=C5CCN4)O)OC)OC)OC